C(C(C)C)N1CCN(CC1)C1=CC=C(C=C1)NC(=O)C=1C(NC=CC1NC1=C(C2=C(OCCN2)N=C1)C)=O N-(4-(4-isobutylpiperazin-1-yl)phenyl)-4-((8-methyl-2,3-dihydro-1H-pyrido[2,3-b][1,4]oxazin-7-yl)amino)-2-oxo-1,2-dihydropyridine-3-carboxamide